C1=NC=CC2=C1C=CC1=C(N2)C=CC=C1 5H-benzo[b]pyrido[3,4-f]azepine